2-(2-methoxyethoxy)-5-(4,4,5,5-tetramethyl-1,3,2-dioxaborolan-2-yl)pyrimidine COCCOC1=NC=C(C=N1)B1OC(C(O1)(C)C)(C)C